2-(2,2-Difluoroethyl)-2-azaspiro[3.3]heptan-6-yl(8-amino-7-fluoro-6-(4-methyl-5,6,7,8-tetrahydro-1,5-naphthyridin-3-yl)isoquinolin-3-yl)carbamate FC(CN1CC2(C1)CC(C2)N(C([O-])=O)C=2N=CC1=C(C(=C(C=C1C2)C=2C=NC=1CCCNC1C2C)F)N)F